4-(4-amino-2,5-difluorophenyl)benzo[d]isoxazol-3-amine NC1=CC(=C(C=C1F)C1=CC=CC2=C1C(=NO2)N)F